1-[4-(cyanomethyl)-1-(2,2,2-trifluoroethyl)-4-piperidyl]-3-[[rac-(1R,2R)-2-fluorocyclopropanecarbonyl]amino]pyrazole-4-carboxamide C(#N)CC1(CCN(CC1)CC(F)(F)F)N1N=C(C(=C1)C(=O)N)NC(=O)[C@@H]1[C@@H](C1)F |r|